ClC1=C(C=CC=2C(=C3N(C12)CCC3N)C=3C=NN(C3)C3OCCCC3)Cl 5,6-dichloro-9-(1-(tetrahydro-2H-pyran-2-yl)-1H-pyrazol-4-yl)-2,3-dihydro-1H-pyrrolo[1,2-a]indol-1-amine